C1(CC1)[C@H](C)N1CC2=CC=CC(=C2C1=O)NC(=O)C1=C2C(=NC=C1)CCC2 (S)-N-(2-(1-cyclopropylethyl)-3-oxoisoindolin-4-yl)-6,7-dihydro-5H-cyclopenta[b]pyridine-4-carboxamide